COC(\C=C\C=1C(=NC(=NC1)Cl)N)=O (E)-3-(4-amino-2-chloropyrimidin-5-yl)acrylic acid methyl ester